3,3-Dimethylolheptane C(O)C(CC)(CCCC)CO